(2-butyl-3-benzofuranyl)(4-(2-(diethylamino)ethoxy)-3,5-diiodophenyl)methanone hydrochloride Cl.C(CCC)C=1OC2=C(C1C(=O)C1=CC(=C(C(=C1)I)OCCN(CC)CC)I)C=CC=C2